4-cyclopropyl-5-fluoro-2-methoxy-aniline C1(CC1)C1=CC(=C(N)C=C1F)OC